N-[3-(difluoromethyl)-1-methyl-pyrazol-4-yl]-5-piperazin-1-yl-pyrazolo[1,5-a]pyrimidine-3-carboxamide FC(C1=NN(C=C1NC(=O)C=1C=NN2C1N=C(C=C2)N2CCNCC2)C)F